FC1=C(C=CC(=C1)C1=NOC(=N1)C(F)(F)F)C(COC1=CC=C(C=C1)F)=O 1-(2-fluoro-4-(5-(trifluoromethyl)-1,2,4-oxadiazol-3-yl)phenyl)-2-(4-fluorophenoxy)ethan-1-one